NC=1C2=C(N=CN1)N(C(=C2C2=CC(=C(C=C2)OC2=NC=C(N=C2)C)F)C2=CC=C(C=C2)NC(C(=C)C)=O)C N-(4-(4-amino-5-(3-fluoro-4-((5-methylpyrazin-2-yl)oxy)phenyl)-7-methyl-7H-pyrrolo[2,3-d]pyrimidin-6-yl)phenyl)methacrylamide